FC1=CC=C2C(=NNC(C2=C1)=O)CC1=CC(=NC=C1)N1C(C(C2=CC=CC=C12)(C)O)=O 7-Fluoro-4-((2-(3-hydroxy-3-methyl-2-oxoindolin-1-yl)pyridin-4-yl)methyl)phthalazin-1(2H)-on